1-propylpseudouridine-5'-triphosphate P(O)(=O)(OP(=O)(O)OP(=O)(O)O)OC[C@@H]1[C@H]([C@H]([C@@H](O1)C1=CN(C(=O)NC1=O)CCC)O)O